4-((2-(2,6-dioxopiperidin-3-yl)-1-oxoisoindolin-4-yl)thio)butanamide O=C1NC(CCC1N1C(C2=CC=CC(=C2C1)SCCCC(=O)N)=O)=O